CN(C(CC)N1C(=NC2=C1C=CC=C2)CCS)C 2-(1-(dimethylamino)propyl-1H-benzimidazole-2-yl)-1-ethanethiol